FC1=C(CNC(=O)C2C=3C=CC=NC3C(CC2)=C)C=CC(=C1)F N-(2,4-difluorobenzyl)-8-methylene-5,6,7,8-tetra-hydroquinoline-5-carboxamide